((2R,3S,4R,5R)-5-(4-aminopyrrolo[2,1-f][1,2,4]triazin-7-yl)-5-cyano-3,4-dihydroxytetrahydrofuran-2-yl)methyl ((R)-2-(benzyloxy)-3-(nonadecyloxy)propyl) hydrogen phosphate P(=O)(OC[C@H]1O[C@@]([C@@H]([C@@H]1O)O)(C#N)C1=CC=C2C(=NC=NN21)N)(OC[C@@H](COCCCCCCCCCCCCCCCCCCC)OCC2=CC=CC=C2)O